C(C1=CC=CC=C1)OC([C@@H](NC(=O)OC(C)(C)C)CC1=CN(C2=CC(=CC=C12)OCC1=CC=CC=C1)C(=O)OCC1=CC=CC=C1)=O (S)-6-benzyloxy-N-t-butoxycarbonyl-1-Cbz-L-tryptophan benzyl ester